4-[6-(3,6-diazabicyclo[3.1.1]heptan-3-yl)-3-pyridyl]-6-(2-methyl-2-trimethylsilyloxy-propoxy)pyrazolo[1,5-a]pyridine-3-carbonitrile C12CN(CC(N1)C2)C2=CC=C(C=N2)C=2C=1N(C=C(C2)OCC(C)(O[Si](C)(C)C)C)N=CC1C#N